O[C@@H](CC)C1=CC(=C(C=N1)C=1C(=NC2=CC=NC=C2C1)C(=O)NC)C 3-(6-((S)-1-hydroxypropyl)-4-methylpyridin-3-yl)-N-methyl-1,6-naphthyridine-2-carboxamide